ClC1=C(C=CC=C1)C=1N=C(NC1C)CC1=CC(=C(C=C1)Cl)Cl 4-(2-Chlorophenyl)-2-(3,4-dichlorobenzyl)-5-methylimidazole